4-Hydroxy-phenylboronic acid OC1=CC=C(C=C1)B(O)O